BrC1=CC=C2C=C(C(N(C2=C1)C1=CC=C(C=C1)F)=O)C(=O)[O-] 7-bromo-1-(4-fluorophenyl)-2-oxo-1,2-dihydroquinoline-3-carboxylate